C(C)OC(=O)C1=C(C2=C(N(C(N(C2=O)C(C(=O)O)(C)C)=O)CCC2=C(C=CC=C2)O)S1)C 2-[6-(ethoxycarbonyl)-1-[2-(2-hydroxyphenyl)ethyl]-5-methyl-2,4-dioxo-1H,2H,3H,4H-thieno[2,3-d]pyrimidin-3-yl]-2-methylpropionic acid